BrC1=CC=C(C=C1)C(CCN(C)C)C1=NC=CC=C1 3-(4-bromophenyl)-N,N-dimethyl-3-pyridin-2-yl-propan-1-amine